C(C)(C)(C)OC(=O)N[C@H]([C@@H](C)OCC1=CC=C(C=C1)C1=CC(=CC=C1)CC(=O)O)CCC(N)=O [4'-([[(2R,3S)-3-[(tert-butoxycarbonyl)amino]-5-carbamoylpentan-2-yl]oxy]methyl)-[1,1'-biphenyl]-3-yl]acetic acid